COCCOC1CCC(CC1)NC(=O)C1=NC(=NC(=C1)C=1C=NN(C1)C)C1=CN=CS1 N-((1r,4r)-4-(2-methoxyethoxy)cyclohexyl)-6-(1-methyl-1H-pyrazol-4-yl)-2-(thiazol-5-yl)pyrimidine-4-carboxamide